N-((3R,4R)-1-(tert-butoxycarbonyl)-3-(hydroxymethyl)piperidine-4-carbonyl)-N-methyl-L-valine C(C)(C)(C)OC(=O)N1C[C@@H]([C@@H](CC1)C(=O)N([C@@H](C(C)C)C(=O)O)C)CO